2,2-Difluoro-N-[rac-(2R,3S)-1-[1-(6-methoxy-3-pyridyl)indazol-5-yl]-5-oxo-2-phenyl-pyrrolidin-3-yl]propanamid FC(C(=O)N[C@@H]1[C@H](N(C(C1)=O)C=1C=C2C=NN(C2=CC1)C=1C=NC(=CC1)OC)C1=CC=CC=C1)(C)F |r|